C1=C(C=CC2=CC=CC=C12)COC1=CC=C(CNCC=2C=NC=CC2)C=C1 N-(4-(naphthalen-2-ylmethoxy)benzyl)-1-(pyridin-3-yl)methylamine